FC(C(=O)O)(F)F.N[C@H]1[C@@H](C[C@H]2C[C@H]2C1)C1=C(C2=NC(=CC(=C2S1)NCC=1SC=CC1)Cl)Br 2-((1r,3r,4r,6s)-4-aminobicyclo[4.1.0]hept-3-yl)-3-bromo-5-chloro-N-(thiophen-2-ylmethyl)thieno[3,2-b]pyridin-7-amine trifluoroacetate